C(C)(C)(C)OC(=O)N1[C@@H](C[C@H](C1)F)C(C)=O.CC1(OCC2=C(O1)C=CC(=C2)[C@@H]2CNCO2)C (R)-5-(2,2-dimethyl-4H-benzo[d][1,3]dioxin-6-yl)oxazolidine tert-butyl-(2S,4R)-2-acetyl-4-fluoropyrrolidine-1-carboxylate